N1CC(C1)NC(=O)N1CCN(CC1)C(C1=C(C=C(C=C1)NC(=O)C=1N(C(=CN1)C=1C(=NN(C1)CC(F)(F)F)C(F)(F)F)C)Cl)=O N-(azetidin-3-yl)-4-[2-chloro-4-[[1-methyl-5-[1-(2,2,2-trifluoroethyl)-3-(trifluoromethyl)pyrazol-4-yl]imidazole-2-carbonyl]amino]benzoyl]piperazine-1-carboxamide